N1N=CC(=C1)NC=1C=CC(=C(C(=O)N[C@H](C)C2=CC(=CC=C2)C=2SC(=CC2)CN[C@@H]2C[C@@H](CC2)O)C1)C 5-((1H-Pyrazol-4-yl)amino)-N-((R)-1-(3-(5-((((1S,3R)-3-hydroxycyclopentyl)amino)methyl)thiophen-2-yl)phenyl)ethyl)-2-methylbenzamide